N-(5-(2-(5-azaspiro[2.4]hept-7-yl)ethoxy)-1H-indol-3-yl)acetamide tert-butyl-(S)-2-((tert-butoxycarbonyl)amino)-3-(4-cyanophenyl)propanoate C(C)(C)(C)OC([C@H](CC1=CC=C(C=C1)C#N)NC(=O)OC(C)(C)C)=O.C1CC12CNCC2CCOC=2C=C1C(=CNC1=CC2)NC(C)=O